8-Cyclopentyl-N-(3-fluoro-5-(1-(3-(trifluoromethyl)benzyl)-1H-pyrazol-4-yl)benzyl)-7H-purine-6-carBoxamide C1(CCCC1)C1=NC2=NC=NC(=C2N1)C(=O)NCC1=CC(=CC(=C1)C=1C=NN(C1)CC1=CC(=CC=C1)C(F)(F)F)F